N1N=CC2=CC(=CC=C12)NC1=NC(=NC=C1)C1=CC=C2C=C(NC2=C1)C(=O)NC=1C=NC(=CC1)N(C)C 6-(4-((1H-indazol-5-yl)amino)-pyrimidin-2-yl)-N-(6-(dimethyl-amino)-pyridin-3-yl)-1H-indole-2-carboxamide